3-Hydroxy-4-methyl-N-((S)-1-(3-(trifluoromethoxy)phenyl)ethyl)pentanamide silicon-chromium [Cr].[Si].OC(CC(=O)N[C@@H](C)C1=CC(=CC=C1)OC(F)(F)F)C(C)C